1-(4-(3-((4-(trifluoromethoxy)phenyl)amino)pyrazin-2-yl)piperazin-1-yl)prop-2-en-1-one FC(OC1=CC=C(C=C1)NC=1C(=NC=CN1)N1CCN(CC1)C(C=C)=O)(F)F